C1(CC1)C1=C(C=NN1)C(=O)NC1CCC(CC1)NC1=CC(=C(C=C1)C#N)C(F)(F)F 5-cyclopropyl-N-[(1s,4s)-4-{[4-cyano-3-(trifluoromethyl)phenyl]amino}cyclohexyl]-1H-pyrazole-4-carboxamide